[(4S)-7,8-dichloro-6-(2,6-difluorophenyl)-4-methyl-4H-[1,2,4]triazolo[1,5-a][1,4]benzodiazepin-2-yl]-[3-(difluoromethoxy)azetidin-1-yl]methanone ClC1=C(C=CC2=C1C(=N[C@H](C=1N2N=C(N1)C(=O)N1CC(C1)OC(F)F)C)C1=C(C=CC=C1F)F)Cl